C(C)(C)(C)OC(=O)N1CC(C1)OCCN1CCN(CC1)CC1=CC=C(C=C1)C1=CN(C=2N=C(N=CC21)NCCC(F)(F)F)[C@@H]2CC[C@H](CC2)O tert-butyl-3-(2-[4-[(4-[7-[trans-4-hydroxycyclohexyl]-2-[(3,3,3-trifluoropropyl)amino]-7H-pyrrolo[2,3-d]pyrimidin-5-yl]phenyl)methyl] piperazin-1-yl]ethoxy)azetidine-1-carboxylate